NCCNS(=O)(=O)C N-(2-aminoethyl)methanesulphonamide